CN1CN(C=C2C1=NC(=C2)C#N)O[C@@H]2[C@H](OCC2)C 1-methyl-3-(((2R,3S)-2-methyltetrahydrofuran-3-yl)oxy)-1H-pyrrolo[2,3-d]pyrimidine-6-carbonitrile